NC1(CCN(CC1)C=1N=C(C2=C(N1)NC=C2C2=CC1=C(N=C(S1)C)C=C2)C(=O)N)C2=C(C=C(C=C2)F)F 2-(4-amino-4-(2,4-difluorophenyl)piperidin-1-yl)-5-(2-methyl-Benzo[d]thiazol-6-yl)-7H-pyrrolo[2,3-d]pyrimidine-4-carboxamide